ClC=1C(=CC(=C(C(=O)NS(=O)(=O)N2CC(C2)O[C@H]2CNCCC2)C1)F)OCC1CCCC1 (R)-5-chloro-4-(cyclopentylmethoxy)-2-fluoro-N-((3-(piperidin-3-yloxy)-azetidin-1-yl)sulfonyl)benzamide